4-(7-fluoro-1-(4-(trifluoromethoxy)phenyl)-1H-indazol-3-yl)-1-((2-((2-methoxyethyl)amino)pyrimidin-4-yl)methyl)pyridin-2(1H)-one FC=1C=CC=C2C(=NN(C12)C1=CC=C(C=C1)OC(F)(F)F)C1=CC(N(C=C1)CC1=NC(=NC=C1)NCCOC)=O